CS(=O)(=O)OC1(CC1)CC#N (1-(cyanomethyl) cyclopropyl) methanesulfonate